2-(3,3-bis(2-(2-(2-methoxyethoxy)ethoxy)ethoxy)-[2,2'-bithiophen]-5-yl)thieno[3,2-b]thiophene COCCOCCOCCOC1(C(SC(=C1)C1=CC2=C(S1)C=CS2)C=2SC=CC2)OCCOCCOCCOC